5-methoxy-4-[2-methyl-3-(3-methyl-2-butenyl)oxiranyl]-1-oxaspiro[2.5]oct-6-yl(chloroacetyl)carbamate COC1C(C2(CO2)CCC1N(C([O-])=O)C(CCl)=O)C1(OC1CC=C(C)C)C